C(=O)O.CN([C@]1(CN(CC[C@H]1O)C1=CC(=C(C(=C1)F)S(=O)(=O)NC1=NC=NC=C1)F)CCC1=CC(=CC=C1)C(F)(F)F)C 4-((3S,4R)-3-(Dimethylamino)-4-hydroxy-3-(3-(trifluoromethyl)-phenethyl)piperidin-1-yl)-2,6-difluoro-N-(pyrimidin-4-yl)benzenesulfonamide formate